methyl 2-[1-(3-methylphenyl)-1H-pyrazol-4-yl]acetate CC=1C=C(C=CC1)N1N=CC(=C1)CC(=O)OC